3,3-diethoxy-propyne C(C)OC(C#C)OCC